FC1=CC=C(N[C@H]2[C@H](CN(CC2)C(=O)OC(C)(C)C)C)C=C1 tert-Butyl (3S,4R)-4-(4-fluoroanilino)-3-methyl-piperidine-1-carboxylate